(4-(5-(p-tolyl)-3-(trifluoromethyl)-1H-pyrazol-1-yl)phenyl)lithium C1(=CC=C(C=C1)C1=CC(=NN1C1=CC=C(C=C1)[Li])C(F)(F)F)C